(+-)-8,8-dimethyl-1,2,3,4,5,6,7,8-octahydro-2-naphthalenecarbaldehyde CC1(CCCC=2CC[C@H](CC12)C=O)C |r|